1-(7-cyano-5-(2-fluoroprop-2-yl)benzo[b]thiophen-2-yl)-pyrazole-4-carboxylic acid methyl ester COC(=O)C=1C=NN(C1)C1=CC2=C(S1)C(=CC(=C2)C(C)(C)F)C#N